OC(C)(C)C=1OC(=C(N1)C)C(=O)N1[C@H](C2=C(CC1)NC=N2)C2=NN1C(C(=CC=C1)C)=C2 (R)-(2-(2-hydroxypropan-2-yl)-4-methyloxazol-5-yl)(4-(4-methylpyrazolo[1,5-a]pyridin-2-yl)-6,7-dihydro-1H-imidazo[4,5-c]pyridin-5(4H)-yl)methanone